3,2,6,6-tetramethylpiperidine CC1C(NC(CC1)(C)C)C